OC1(CCC(CC1)C(=O)N)[C@@H]1N2C(C3=CC=CC=C13)=CN=C2 (1S,4s)-4-hydroxy-4-((R)-5H-imidazo[5,1-a]isoindol-5-yl)cyclohexane-1-carboxamide